C(C)C1=CC=C(C=C1)CCC1(CCCC=2C3=CC=CC=C3NC12)N (4-ethylphenyl-ethyl)-2,3,4,9-tetrahydro-1H-carbazol-1-amine